4-(4-((1-(2-((R)-3-((5-chloro-4-(1H-indol-3-yl)pyrimidin-2-yl)amino)pyrrolidine-1-yl)acetyl)piperidin-4-yl)methyl)piperazin-1-yl)-2-(2,6-dioxopiperidin-3-yl)isoindoline ClC=1C(=NC(=NC1)N[C@H]1CN(CC1)CC(=O)N1CCC(CC1)CN1CCN(CC1)C1=C2CN(CC2=CC=C1)C1C(NC(CC1)=O)=O)C1=CNC2=CC=CC=C12